M-fluorophenylmagnesium bromide FC=1C=C(C=CC1)[Mg]Br